BrC=1C=CC(=NC1)C1(COC1)NS(=O)C(C)(C)C N-[3-(5-bromo-2-pyridyl)oxetan-3-yl]-2-methyl-propane-2-sulfinamide